methyl 5-bromo-1H-indole-6-carboxylate BrC=1C=C2C=CNC2=CC1C(=O)OC